C(C)(=O)NC1=C(CNC(=O)C=2N=C(SC2)C#C)C=CC=C1 N-(2-acetamidobenzyl)-2-ethynyl-thiazole-4-carboxamide